N1N=CC2=C(C=CC=C12)CN1N=CC2=C(N(C=3C=C(C=CC23)OC2=NC(=CC=C2)O)C)C1=O 3-((1H-indazol-4-yl)methyl)-7-((6-hydroxypyridin-2-yl)oxy)-5-methyl-3,5-dihydro-4H-pyridazino[4,5-b]indol-4-one